2,3,5,6-tetra(pyridin-2-yl)pyrazinegadoleic amide N1=C(C=CC=C1)C1(NC(=C(N=C1C1=NC=CC=C1)C1=NC=CC=C1)C1=NC=CC=C1)CCCCCCCCCC\C=C/CCCCCCCC(=O)N